OC(C(=O)[O-])(CCCC=C)O dihydroxyhept-6-enoate